C(C)(=O)O[C@]1([C@@H]([C@H](OC2=CC=CC=C12)C1=CC=CC=C1)O)O (2r,3r,4r)-4-acetoxyflavan-3,4-diol